C1(CC1)C=1OC=C(N1)CC(=O)NC1=NNC(=C1)[C@@H]1C[C@@H](CC1)N(C([O-])=O)C1(CC1)C (1R,3S)-3-(3-{[(2-cyclopropyl-1,3-oxazol-4-yl)acetyl]amino}-1H-pyrazol-5-yl)cyclopentyl(1-methylcyclopropyl)carbamate